(R)-N-(5-((5-((1-acryloylpyrrolidin-3-yl)(methyl)carbamoyl)-4-methoxy-2-methylphenyl)thio)thiazol-2-yl)thiophene-3-carboxamide C(C=C)(=O)N1C[C@@H](CC1)N(C(=O)C=1C(=CC(=C(C1)SC1=CN=C(S1)NC(=O)C1=CSC=C1)C)OC)C